[(4S)-1-[(1R)-1-[(1R,2R)-2-[[2,2-dimethyl-6-(trifluoromethoxy)chroman-4-yl]carbamoyl]cyclopropyl]-3-methoxy-propyl]-4-ethyl-4-methyl-6-oxo-hexahydropyrimidin-2-ylidene]ammonium CC1(OC2=CC=C(C=C2C(C1)NC(=O)[C@H]1[C@@H](C1)[C@@H](CCOC)N1C(N[C@@](CC1=O)(C)CC)=[NH2+])OC(F)(F)F)C